N1(N=CN=C1)CCCNC=1C(=CC=C(C1)NC1=CC=CC=C1)C1=CC=CC=C1 N2-(3-(1H-1,2,4-triazol-1-yl)propyl)-N4-phenylbiphenyl-2,4-diamine